C(N)(=O)[C@H]1N(C[C@@]2(C1)CC1(CCCC1)NC2=O)C(=O)OC(C)(C)C t-butyl (3S,5R)-3-carbamoyL-13-oxo-2,12-diazadispiro[4.1.47.25]tridecane-2-carboxylate